NC1=NN2C(N=CC(=C2)F)=C1C(=O)NC=1C=NC=C(C1N1CCNCC1)F 2-amino-6-fluoro-N-(5-fluoro-4-piperazin-1-yl-3-pyridyl)pyrazolo[1,5-a]pyrimidine-3-carboxamide